[1-(3-{5-[(R)-(1,3-dimethyl-azetidin-3-yl)-hydroxy-(4-isopropyl-phenyl)-methyl]-pyridin-3-yl}-[1,2,4]Oxadiazol-5-ylmethyl)-cyclopropyl]-acetamide CN1CC(C1)(C)[C@@](C=1C=C(C=NC1)C1=NOC(=N1)CC1(CC1)CC(=O)N)(C1=CC=C(C=C1)C(C)C)O